BrC1=CC=C2CN(C(C2=C1)=O)C(C(=O)O)C1=C(C=CC(=C1)Cl)OC 2-(6-bromo-1-oxoisoindol-2-yl)-2-(5-chloro-2-methoxyphenyl)acetic acid